10-oxa-4-azatricyclo[5.2.1.02,6]dec-8-ene C12C3CNCC3C(C=C1)O2